BrCC#CC=1C(=NC=CC1)F 3-(3-bromoprop-1-ynyl)-2-fluoro-pyridine